tert-butyl 3-[4-(3-chloro-2-fluoro-anilino)quinazolin-6-yl]piperidine-1-carboxylate ClC=1C(=C(NC2=NC=NC3=CC=C(C=C23)C2CN(CCC2)C(=O)OC(C)(C)C)C=CC1)F